ClC1=CC=C(CN2C(=NC(C=3N(C=NC23)CC)=O)SC)C=C1 3-(4-chlorobenzyl)-7-ethyl-2-(methylthio)-3,7-dihydro-6h-purin-6-one